NC=1C=2N(C3=CC(=C(C=C3N1)F)C(=O)N1C(CN(CC1)C)C1=NC=C(C=C1)C(F)(F)F)C=NC2 (4-amino-7-fluoroimidazo[1,5-a]quinoxalin-8-yl)(4-methyl-2-(5-(trifluoromethyl)pyridin-2-yl)piperazin-1-yl)methanone